C(C)N1C=NC=C1S(=O)O[Li] (3-ethylimidazol-4-yl)sulfinyloxylithium